N-(1H-indol-4-ylsulfonyl)pyridine-3-carboxamide N1C=CC2=C(C=CC=C12)S(=O)(=O)NC(=O)C=1C=NC=CC1